3-(2,6-dichloropyrimidin-4-yl)-3,8-diazabicyclo[3.2.1]octane-8-carboxylate ClC1=NC(=CC(=N1)N1CC2CCC(C1)N2C(=O)[O-])Cl